BrC1=NC=C(C(=C1)Cl)Cl 2-bromo-4,5-dichloropyridine